Cl.N1CCC(CC1)C=1C(NC2=CC=CC=C2C1)=O 3-(piperidine-4-yl)-1,2-dihydroquinolin-2-one hydrochloride